1H-pyrido[4,3-d]pyrimidine-2,4-dione N1C(NC(C2=C1C=CN=C2)=O)=O